COC(=O)C=1C=C(C2=C(N(C(=N2)CCl)C(C2CCC2)=O)C1)C (S)-2-(chloromethyl)-4-methyl-1-(oxocyclobutan-2-ylmethyl)-1H-benzo[d]imidazole-6-carboxylic acid methyl ester